methyl 4-(4-benzylpiperazin-2-yl)benzoate hydrochloride Cl.C(C1=CC=CC=C1)N1CC(NCC1)C1=CC=C(C(=O)OC)C=C1